C(CCCC=O)=O Pentane-1,5-dial